tert-butyl 3-(4-((5-cyclopropyl-1H-pyrazol-3-yl)amino)quinazolin-2-yl)-3,8-diazabicyclo[3.2.1]octane-8-carboxylate C1(CC1)C1=CC(=NN1)NC1=NC(=NC2=CC=CC=C12)N1CC2CCC(C1)N2C(=O)OC(C)(C)C